N-(4-methyl-3-(pyridin-2-yl)phenyl)bicyclo[2.1.0]pentane-2-carboxamide CC1=C(C=C(C=C1)NC(=O)C1C2CC2C1)C1=NC=CC=C1